(E)-N-(3-imino-3-(methoxyamino)propyl)-4-(4-(4-(3-methoxystyryl)benzamido)-1-methyl-1H-pyrrole-2-carboxamido)-1-methyl-1H-pyrrole-2-carboxamide N=C(CCNC(=O)C=1N(C=C(C1)NC(=O)C=1N(C=C(C1)NC(C1=CC=C(C=C1)\C=C\C1=CC(=CC=C1)OC)=O)C)C)NOC